OCCN(C(CCCC(=O)N(CCO)CCO)=O)CCO N1,N1,N5,N5-tetrakis(2-hydroxyethyl)-glutaramide